(1-((4'-(6-chloro-2-(((3R,3aR,6R,6aR)-6-hydroxyhexahydrofuro[3,2-b]furan-3-yl)oxy)-1H-benzo[d]imidazol-5-yl)-[1,1'-biphenyl]-4-yl)methyl)piperidine-4,4-diyl)dimethanol ClC=1C(=CC2=C(NC(=N2)O[C@H]2[C@@H]3[C@H](OC2)[C@@H](CO3)O)C1)C1=CC=C(C=C1)C1=CC=C(C=C1)CN1CCC(CC1)(CO)CO